2-[1-[4-[3-(cyclopropylmethoxy)phenyl]-2,6-difluoro-phenyl]-4-piperidinyl]acetic acid C1(CC1)COC=1C=C(C=CC1)C1=CC(=C(C(=C1)F)N1CCC(CC1)CC(=O)O)F